(R)-1-(3-((5-chloro-2-((3-methylisothiazol-5-yl)amino)-7H-pyrrolo[2,3-d]pyrimidin-4-yl)amino)piperidin-1-yl)prop-2-en-1-one ClC1=CNC=2N=C(N=C(C21)N[C@H]2CN(CCC2)C(C=C)=O)NC2=CC(=NS2)C